BrC1=C(ON2N=NC(=C2)C(=O)O)C=CC=C1 (2-bromophenoxy)-1H-1,2,3-triazole-4-carboxylic acid